indolacetate potassium salt [K+].N1C(=CC2=CC=CC=C12)CC(=O)[O-]